C=C1COC2=C3C4=C(N=CN14)C=NC3=CC=C2 10-methylene-9,10-dihydro-8-oxa-2,4,10a-triazanaphtho[2,1,8-cde]azulene